CC(CO)CCCCC 2-methylheptan-1-ol